NC1=CC=C2C(CN(CC2=C1)C(=O)OC(C)(C)C)(C)C tert-Butyl 7-amino-4,4-dimethyl-3,4-dihydroisoquinoline-2(1H)-carboxylate